C(C=C)OCC(C(=O)OCC1=CC=CC=C1)=C benzyl α-allyloxymethylacrylate